4-hydroxy-N-[[4-(4-methylthiazol-5-yl)phenyl]methyl]pyrrolidine-2-carboxamide OC1CC(NC1)C(=O)NCC1=CC=C(C=C1)C1=C(N=CS1)C